ClC1=CC(=C(CN2C[C@@H](CC2)CNC(OC(C)(C)C)=O)C=C1Cl)OCC1CC1 tert-butyl (S)-((1-(4,5-dichloro-2-(cyclopropylmethoxy)benzyl)pyrrolidin-3-yl) methyl)carbamate